cerium chlorine 4-((tert-butyldiphenylsilyl)oxy)butanal [Si](C1=CC=CC=C1)(C1=CC=CC=C1)(C(C)(C)C)OCCCC=O.[Cl].[Ce]